9-(4-(difluoro(1-(3-fluoropropyl)azetidin-3-yl)methyl)phenyl)-8-(2-(trifluoromethyl)phenyl)-6,7-dihydro-5H-benzo[7]annulene-3-carboxylic acid FC(C1=CC=C(C=C1)C1=C(CCCC2=C1C=CC(=C2)C(=O)O)C2=C(C=CC=C2)C(F)(F)F)(C2CN(C2)CCCF)F